C[C@@]1(O[C@H]2[C@H](O[C@H]([C@@H]([C@H]2O1)O)O)CO)C(=O)O The molecule is a carbohydrate derivative consisting of beta-D-galactose having a 1-carboxyethylidene group masking the 3-and 4-positions. It is a carbohydrate derivative and a cyclic ketal. It derives from a D-galactopyranose.